1-((S)-3-(4-amino-3-((S)-1-(3,5-dimethoxyphenyl)ethoxy)-1H-pyrazolo[3,4-d]pyrimidin-1-yl)pyrrolidin-1-yl)prop-2-en-1-one NC1=C2C(=NC=N1)N(N=C2O[C@@H](C)C2=CC(=CC(=C2)OC)OC)[C@@H]2CN(CC2)C(C=C)=O